1-(3,3-diethoxyprop-1-en-1-yl)-4,4-dimethylcyclohex-1-ene C(C)OC(C=CC1=CCC(CC1)(C)C)OCC